(S)-(4,5-dihydro-7H-thieno[2,3-c]pyran-7-yl)-N-methyl-methylamine L-tartrate C(=O)(O)[C@H](O)[C@@H](O)C(=O)O.S1C=CC2=C1[C@H](OCC2)N(C)C